C1(CC1)C1=CC(=NO1)CCN 2-(5-Cyclopropyl-1,2-oxazol-3-yl)ethan-1-amine